(2-butyl-benzofuran-3-yl) (4-hydroxy-3,5-diiodophenyl) ketone OC1=C(C=C(C=C1I)C(=O)C1=C(OC2=C1C=CC=C2)CCCC)I